(2S)-5,5-dimethyl-2-{[(1R)-1-(1,2,3,4-tetrahydroquinolin-7-yl)ethyl]amino}hexanoic acid CC(CC[C@@H](C(=O)O)N[C@H](C)C1=CC=C2CCCNC2=C1)(C)C